NC1=C2C=CN=C(C2=CC=C1)\C=N/NC(NC)=S (Z)-2-((5-Aminoisoquinolin-1-yl)methylene)-N-methylhydrazine-1-carbothioamide